C(C)N1N=C2C=CC(=CC2=C1)C=1CC[C@@H](CN1)C |r| 2-Ethyl-5-[rac-(3S)-3-methyl-2,3,4,5-tetrahydropyridin-6-yl]indazole